3-methoxy-N-(3-methyl-4-((2-morpholinopyrimidin-5-yl)oxy)phenyl)cyclobutane-1-carboxamide COC1CC(C1)C(=O)NC1=CC(=C(C=C1)OC=1C=NC(=NC1)N1CCOCC1)C